20-henicosenal C(CCCCCCCCCCCCCCCCCCC=C)=O